CC1(C(C1)CCCCCCOCC1=CC=CC=C1)C ((6-(2,2-dimethylcyclopropyl)hexyloxy)methyl)benzene